(1R)-1-(3-chloro-2-fluoro-phenyl)ethanamine ClC=1C(=C(C=CC1)[C@@H](C)N)F